4-((2S,5R)-4-(tert-butoxycarbonyl)-5-ethyl-2-methylpiperazin-1-yl)-1-methyl-2-oxo-1,2-dihydropyrazolo[1,5-a][1,3,5]triazine-7-carboxylic acid C(C)(C)(C)OC(=O)N1C[C@@H](N(C[C@H]1CC)C1=NC(N(C=2N1N=C(C2)C(=O)O)C)=O)C